tert-butyl (S)-5-cyclopropyl-2-((2-(3,6-dihydro-2H-pyran-4-yl)-3-((1,1,1-trifluoropropan-2-yl)oxy)pyridin-4-yl)amino)benzoate C1(CC1)C=1C=CC(=C(C(=O)OC(C)(C)C)C1)NC1=C(C(=NC=C1)C=1CCOCC1)O[C@H](C(F)(F)F)C